6-Amino-7-(7-fluoro-1H-indazol-4-yl)-2-{[2-fluoro-4-(methylsulfonyl)phenyl]amino}-9-isopropyl-7,9-dihydro-8H-purin-8-on NC1=C2N(C(N(C2=NC(=N1)NC1=C(C=C(C=C1)S(=O)(=O)C)F)C(C)C)=O)C1=C2C=NNC2=C(C=C1)F